FC(CN1N=NC2=C1C=C(C=C2)C=2C(=CN1N=C(N=C(C12)OC([2H])([2H])[2H])N[C@@H]1[C@@H](CN(CC1)C1COC1)F)F)F 5-(1-(2,2-difluoroethyl)-1H-benzo[d][1,2,3]triazol-6-yl)-6-fluoro-N-((3R,4S)-3-fluoro-1-(oxetan-3-yl)piperidin-4-yl)-4-(methoxy-d3)pyrrolo[2,1-f][1,2,4]triazin-2-amine